N-hydroxymethyloxathiadiazine OCN1SOC=CN1